2-butyl-4,6-bis({[(3R,4R,5S,6S)-4,5,6-trihydroxy-3-(hydroxymethyl)oxan-2-yl]oxy})benzoic acid C(CCC)C1=C(C(=O)O)C(=CC(=C1)OC1O[C@@H]([C@H]([C@@H]([C@H]1CO)O)O)O)OC1O[C@@H]([C@H]([C@@H]([C@H]1CO)O)O)O